CC=1C(=NC=C(C1)C#CC1=C(C=CC=C1)NS(=O)(=O)C1=CC2=CC=CC=C2C=C1)C(=O)O 3-methyl-5-{2-[2-(naphthalene-2-sulfonamido)phenyl]ethynyl}pyridine-2-carboxylic acid